Methyl 8-((5-fluoro-1-propyl-1H-indol-3-yl)methyl)-2-phenethyl-2,8-diazaspiro[4.5]decane-4-carboxylate FC=1C=C2C(=CN(C2=CC1)CCC)CN1CCC2(C(CN(C2)CCC2=CC=CC=C2)C(=O)OC)CC1